C(C)(C)(C)C1NCC=C(C1)C1=CC2=C(N(C(N2C)=O)C2(C(NC(CC2)=O)=O)C)C=C1 tert-butyl-4-[3-methyl-1-(3-methyl-2,6-dioxo-3-piperidyl)-2-oxo-benzimidazol-5-yl]-3,6-dihydro-2H-pyridine